C(C)OC(C1=CC(=C(C=C1)F)Cl)=O.F[C@@H]1[C@@H](C1)C(=O)NC=1N=C2N(C=C(N=C2)C2=C3C=NNC3=C(C(=C2C)F)C2C(CCC2)O)C1 (1s,2s)-2-fluoro-N-(6-(6-fluoro-7-(2-hydroxycyclopentyl)-5-methyl-1H-indazol-4-yl)imidazo[1,2-a]pyrazin-2-yl)cyclopropane-1-carboxamide ethyl-3-chloro-4-fluorobenzoate